5-Hydroxy-8-methoxy-2-methyl-4H-1-benzopyran-4-one OC1=CC=C(C2=C1C(C=C(O2)C)=O)OC